2-Amino-7-fluoro-4-[5-fluoro-3-[[(2S,4R)-4-fluoro-1-(2-hydroxyethyl)pyrrolidin-2-yl]methoxy]-7,9-dihydrofuro[3,4-f]quinazolin-6-yl]thieno[3,2-c]pyridine-3-carbonitrile NC1=C(C=2C(=NC=C(C2S1)F)C=1C2=C(C=3C=NC(=NC3C1F)OC[C@H]1N(C[C@@H](C1)F)CCO)COC2)C#N